(R)-2-((1-(3-cyano-2-((3,3-difluorocyclobutyl)(methyl)amino)-7-methyl-4-oxo-4H-pyrido[1,2-a]pyrimidin-9-yl)ethyl)amino)benzoic acid C(#N)C1=C(N=C2N(C1=O)C=C(C=C2[C@@H](C)NC2=C(C(=O)O)C=CC=C2)C)N(C)C2CC(C2)(F)F